C(CCC)N1N=NN=C1C(N1CCN(CC1)C1=C(C=NC=C1Cl)Cl)C=1SC=CC1 1-((1-butyl-1H-tetrazol-5-yl)(thiophen-2-yl)methyl)-4-(3,5-dichloropyridin-4-yl)piperazine